CO[C@@H]1CO[C@H]2[C@@H]1OC[C@H]2OC(C=O)C (((3R,3aR,6R,6aR)-6-methoxyhexahydrofuro[3,2-b]furan-3-yl)oxy)propanal